C(CCCCC)(=O)NC(=S)N Hexanoyl-Thiourea